C1(CC1)C1=CC2=C(C=C(O2)C(=O)O)C(=C1)C(F)(F)F 6-cyclopropyl-4-(trifluoromethyl)benzofuran-2-carboxylic acid